O[C@]1([C@@H](CNC[C@@H]1C)NC(OC(C)(C)C)=O)C tert-butyl [(3R,4R,5S)-4-hydroxy-4,5-dimethylpiperidin-3-yl]carbamate